C(C)(C)(C)OC(=O)N1CC(C1)C(=O)O 1-(tert-butoxycarbonyl)-azetidine-3-carboxylic acid